tert-Butyl 2-((((9H-fluoren-9-yl)methoxy) carbonyl)(methyl)amino)-4-(2-chlorophenyl)butanoate C1=CC=CC=2C3=CC=CC=C3C(C12)COC(=O)N(C(C(=O)OC(C)(C)C)CCC1=C(C=CC=C1)Cl)C